(4-(7-fluoro-1H-indol-3-yl)furan-2-yl)-5-oxopentanoic acid FC=1C=CC=C2C(=CNC12)C=1C=C(OC1)C(C(=O)O)CCC=O